BrC1=C(CCNC([O-])=O)C=C(C=C1)OC1=NC=CC(=N1)C (2-Bromo-5-((4-methylpyrimidin-2-yl)oxy)phenethyl)carbamate